tert-butyl ((2-(3-((2S,4R)-4-methyl-2-(4-methyl-4H-1,2,4-triazol-3-yl)oxetan-2-yl)phenyl)-3-oxo-7-(trifluoromethyl)isoindolin-5-yl)methyl)(1-methylcyclobutyl)carbamate C[C@@H]1C[C@@](O1)(C1=NN=CN1C)C=1C=C(C=CC1)N1CC2=C(C=C(C=C2C1=O)CN(C(OC(C)(C)C)=O)C1(CCC1)C)C(F)(F)F